N1N=CC(=C1)C1=CC=C2C(=N1)SC(=N2)NC2=NC=CC(=C2)CN2CCN(CC2)C(COC)=O 1-(4-((2-((5-(1H-pyrazol-4-yl)thiazolo[5,4-b]pyridin-2-yl)amino)pyridin-4-yl)methyl)piperazin-1-yl)-2-methoxyethanone